(Z)-1,4-dimethylene-2-butene C=C\C=C/C=C